7-(5-(5-(4-aminophenyl)-1,3,4-thiadiazol-2-yl)-4-(isopropylamino)pyridin-2-yl)pyrrolo[1,2-b]pyridazine-3-carbonitrile NC1=CC=C(C=C1)C1=NN=C(S1)C=1C(=CC(=NC1)C1=CC=C2N1N=CC(=C2)C#N)NC(C)C